7-(4-fluoro-2-(2-methoxyethoxy)phenyl)-6-(5,6,7,8-tetrahydro-[1,2,4]triazolo[1,5-a]pyrazin-2-yl)thieno[3,2-c]pyridin-4-yl trifluoromethanesulfonate FC(S(=O)(=O)OC1=NC(=C(C2=C1C=CS2)C2=C(C=C(C=C2)F)OCCOC)C2=NN1C(CNCC1)=N2)(F)F